palladium bisdibenzylideneacetone Tert-butyl-(R)-2-ethynylpyrrolidine-1-carboxylate C(C)(C)(C)OC(=O)N1[C@H](CCC1)C#C.C(C1=CC=CC=C1)=CC(=O)C=CC1=CC=CC=C1.C(C1=CC=CC=C1)=CC(=O)C=CC1=CC=CC=C1.[Pd]